FC1=C(C(=C(C(=C1F)OCCO)F)F)C1=C(C(=C(C(=C1F)F)F)F)F 2-[(2,2',3,3',4',5,5',6,6'-nonafluoro[1,1'-biphenyl]-4-yl)oxy]ethanol